3,4-dichloro-2-hydroxy-5-oxo-2,5-dihydro-1H-pyrrol ClC=1C(NC(C1Cl)=O)O